O=C1N(C(C2=CC=CC=C12)=O)C1=NC=CC=2CCCCC12 1-(1,3-dioxoisoindolin-2-yl)-5,6,7,8-tetrahydroisoquinoline